OC[C@@H]1N(C[C@@H]([C@H]([C@@H]1O)O)O)CC1CCC2(CCCC2)CC1 (2S,3R,4R,5S)-2-(hydroxymethyl)-1-(spiro[4.5]decan-8-ylmethyl)piperidine-3,4,5-triol